(S)-tert-Butyl 3-(2-((3-ethoxy-2,2-dimethyl-3-oxopropyl)amino)ethyl)piperazine-1-carboxylate C(C)OC(C(CNCC[C@H]1CN(CCN1)C(=O)OC(C)(C)C)(C)C)=O